CCCCCCCCCCCCCCCCCCCC=CC(=O)O docosaenoic acid